(methylsulfonyl)picolinamide CS(=O)(=O)C=1C(=NC=CC1)C(=O)N